(2S)-2-amino-3-{4-[(2-amino-3-sulfanyl-Propionyl)amino]phenyl}propionic acid N[C@H](C(=O)O)CC1=CC=C(C=C1)NC(C(CS)N)=O